6-(1H-imidazol-1-yl)-N-((1r,4r)-4-methoxycyclohexyl)-4-(pyrrolidin-1-yl)picolinamide N1(C=NC=C1)C1=CC(=CC(=N1)C(=O)NC1CCC(CC1)OC)N1CCCC1